CC(C)(OC(=O)N1CC(CC1)C[Zn]I)C [[1-[(1,1-Dimethylethoxy)carbonyl]-3-pyrrolidinyl]methyl]iodozinc